6-benzyl-3-(cyclobutylmethyl)-2,3,4,6-tetrahydropyrido[3,4-c][1,8]naphthyridine-5(1H)-one C(C1=CC=CC=C1)N1C(C2=C(C=3C=CC=NC13)CCN(C2)CC2CCC2)=O